CN1NC=CC1 2-methyl-1H-pyrazol